2-isocyanatoethyl-triethoxysilane N(=C=O)CC[Si](OCC)(OCC)OCC